C(C(=C)C)(=O)[O-].COCCCN1C(=[N+](C=C1)CCCOC)C 1,3-bis[3-methoxypropyl]-2-methylimidazolium methacrylate